S1N=CC=C1C1=CSC=2C1=NC(=CC2)NC2=NN(C=C2C#N)C 3-((3-(isothiazol-5-yl)thieno[3,2-b]pyridin-5-yl)amino)-1-methyl-1H-pyrazole-4-carbonitrile